C(C1=CC=CC=C1)N1CCCC2=CC3=C(C=C12)[Si](C1=C(C=C2CCCN(C2=C1)CC1=CC=CC=C1)[C+]3C3=C(C(=O)[O-])C(=C(C(=C3F)F)F)F)(C)C 2-(1,11-dibenzyl-13,13-dimethyl-2,3,4,8,9,10,11,13-octahydrosilino[3,2-g:5,6-g']diquinolin-6-ylium-6(1H)-yl)-3,4,5,6-tetrafluorobenzoate